ClC=1C=C(C=NC1OC1=CC=NC2=CC(=C(C=C12)C=1NC=CN1)OC)NC(=O)C1(CC1)C(=O)NC1=CC=C(C=C1)F 1-N'-[5-chloro-6-[6-(1H-imidazol-2-yl)-7-methoxyquinolin-4-yl]oxy-pyridin-3-yl]-1-N-(4-fluorophenyl)cyclopropane-1,1-dicarboxamide